Cyanomethyl butyrate C(CCC)(=O)OCC#N